1-[(1S)-1-[(4-hexyloxyphenyl)methyl]-2-ethoxy-ethyl]Imidazo[4,5-c]Quinolin-4-amine C(CCCCC)OC1=CC=C(C=C1)C[C@@H](COCC)N1C=NC=2C(=NC=3C=CC=CC3C21)N